C(C)(C)(C)OC(=O)N1CC2(C1)CC(C2)CC=2N(N=C(C2)C(F)F)COCC[Si](C)(C)C 6-[[5-(difluoromethyl)-2-(2-trimethylsilylethoxymethyl)pyrazol-3-yl]methyl]-2-azaspiro[3.3]heptane-2-carboxylic acid tert-butyl ester